Cl.FC(C=1N=C(SC1)N)F 4-(difluoromethyl)thiazol-2-amine hydrochloride